COC1(COC1)C#CC1=CC2=C(OC[C@@H](C(N2C)=O)NC(=O)C2=NC=CC(=C2)OC2=CC=CC=C2)C=C1 (S)-N-(7-((3-methoxyoxetan-3-yl)ethynyl)-5-methyl-4-oxo-2,3,4,5-tetrahydrobenzo[b][1,4]oxazepin-3-yl)-4-phenoxypyridineamide